C(C)(C)(C)[Si](C)(C)OC[C@@H](COCCCCCCCCCCCCCCCCCC)OC (R)-tert-butyl(2-methoxy-3-(octadecyloxy)propoxy)dimethylsilane